(E)-N-((E)-(S)-18-Chloro-9-oxo-8,17,19-triaza-tricyclo[14.2.1.02,7]nonadeca-1(18),2,4,6,12,16(19)-hexaen-15-yl)-3-(5-chloro-2-tetrazol-1-yl-phenyl)-acrylamide ClC=1NC=2[C@H](C/C=C/CCC(NC3=CC=CC=C3C1N2)=O)NC(\C=C\C2=C(C=CC(=C2)Cl)N2N=NN=C2)=O